N,N-bis(trimethylsilyl)hexadecylamine C[Si](N([Si](C)(C)C)CCCCCCCCCCCCCCCC)(C)C